1-((1-acetylpiperidin-4-yl)methyl)-4-chloro-N-(5-((4-fluorophenyl)ethynyl)-3-methylpyridin-2-yl)-1H-pyrazole-5-carboxamide C(C)(=O)N1CCC(CC1)CN1N=CC(=C1C(=O)NC1=NC=C(C=C1C)C#CC1=CC=C(C=C1)F)Cl